C(CCC)C=1N(C=C(N1)C1=CC=C(OCCCN(CC)CC)C=C1)C1=CC=C(C=C1)OC1=CC=C(C=C1)Cl [3-(4-{2-BUTYL-1-[4-(4-CHLORO-PHENOXY)-PHENYL]-1H-IMIDAZOL-4-YL}-PHENOXY)-PROPYL]-DIETHYL-AMINE